[Ru].[Pt].[Ir] iridium platinum ruthenium